(R)-6-chloro-3-((1-(2-cyano-7-methyl-3-(4-(2,2,2-trifluoroethyl)piperazin-1-yl)quinoxalin-5-yl)ethyl)amino)picolinic acid ClC1=CC=C(C(=N1)C(=O)O)N[C@H](C)C1=C2N=C(C(=NC2=CC(=C1)C)C#N)N1CCN(CC1)CC(F)(F)F